(±)-3-((6-(5-(((6-Methoxypyrimidin-4-yl)oxy)methyl)-1-methyl-1H-1,2,3-triazol-4-yl)-2-methylpyridin-3-yl)oxy)cycloheptan COC1=CC(=NC=N1)OCC1=C(N=NN1C)C1=CC=C(C(=N1)C)OC1CCCCCC1